(trans-3-(3-cyclopropyl-4-(6-(4-methylpiperazin-1-yl)quinoxalin-2-yl)-1H-pyrazol-1-yl)cyclobutyl)methylamine C1(CC1)C1=NN(C=C1C1=NC2=CC=C(C=C2N=C1)N1CCN(CC1)C)[C@@H]1C[C@H](C1)CN